C(C1=CC=CC=C1)OC(=O)N1CCC(CC1)N1C=C(C(=CC1=O)Br)C(=O)OC methyl 1-{1-[(benzyloxy)carbonyl]piperidin-4-yl}-4-bromo-6-oxo-1,6-dihydropyridine-3-carboxylate